13-isobutyl-4-methyl-10-(pyrimidin-2-ylamino)-4,7,8,13-tetrahydro-1H-indazolo[5,4-a]pyrrolo[3,4-c]carbazol-6(2H)-one CC(C)CN1C2=C(C=C(C=C2)NC3=NC=CC=N3)C4=C1C5=C(C6=CN(N=C6CC5)C)C7=C4CNC7=O